BrC1=C(N)C(=CC(=C1)F)CC1CCC1 2-bromo-6-(cyclobutylmethyl)-4-fluoroaniline